FC=1C=NC(=NC1)C=1C=C(C=CC1C)NC(=O)N1[C@@H]2C[C@H](C[C@]1(C2)C(C)OC)C (1S,3R,5R)-N-(3-(5-fluoropyrimidin-2-yl)-4-methylphenyl)-1-(1-methoxyethyl)-3-methyl-6-azabicyclo[3.1.1]heptane-6-carboxamide